4-azido-1-(4-methoxyphenyl)butan-1-one N(=[N+]=[N-])CCCC(=O)C1=CC=C(C=C1)OC